4-((2-(4-aminocyclopent[c]pyrrol-2(1H)-yl)-1H-benzo[d]imidazol-1-yl)methyl)benzonitrile NC1=CC=C2CN(C=C21)C2=NC1=C(N2CC2=CC=C(C#N)C=C2)C=CC=C1